(Z)-2-cyano-N,N-diethyl-3-(3-fluoro-4-methoxy-5-(trifluoromethyl)phenyl)-3-hydroxyacrylamide C(#N)/C(/C(=O)N(CC)CC)=C(/O)\C1=CC(=C(C(=C1)C(F)(F)F)OC)F